N1=CC(=CC=2NC3N(CCNC3)C21)C#N 5,5a,6,7,8,9-hexahydropyrido[3',2':4,5]imidazo[1,2-a]pyrazine-3-carbonitrile